CN(CC#N)C1=C(N=C(O1)CCCC1=CC=CC=C1)C 2-(Methyl-(4-methyl-2-(3-phenylpropyl)oxazol-5-yl)amino)acetonitrile